CS(=O)(=O)C=1N=COC1OS(=O)(=O)C1=CC=C(C=C1)C 4-methylbenzenesulfonic acid (4-methylsulfonyloxazol-5-yl) ester